N-(4-(3-(1,1-dioxo-4-oxo-1,2,5-thiadiazolidin-2-yl)-2-fluoro-4-hydroxyphenyl)cyclohexyl)cyclopropanesulfonamide O=S1(N(CC(N1)=O)C=1C(=C(C=CC1O)C1CCC(CC1)NS(=O)(=O)C1CC1)F)=O